3-hydroxy-6-(hydroxymethyl)-4H-pyran-4-one OC1=COC(=CC1=O)CO